S1C(=CC=C1)C=1N=CC=2N(C1)C(=CN2)C2=CSC=C2 6-(2-thienyl)-3-(3-thienyl)imidazo[1,2-a]pyrazine